N-(3-(5-chloro-2-(difluoromethoxy)phenyl)-1H-pyrazol-4-yl)-3H-imidazo[4,5-c]pyridine-7-carboxamide ClC=1C=CC(=C(C1)C1=NNC=C1NC(=O)C=1C2=C(C=NC1)NC=N2)OC(F)F